[SH2]=N sulfilimine